N(N)C1=NC(=CC(=N1)C#N)NC1=CC(=CC=C1)C 2-hydrazino-6-[(3-methylphenyl)amino]pyrimidine-4-carbonitrile